N,N-dimethyl-3-azaspiro[5.5]undecan-9-amine CN(C1CCC2(CCNCC2)CC1)C